sodium 8-allyloxy-1,3,6-pyrenetrisulfonate C(C=C)OC=1C=C(C=2C=CC3=C(C=C(C=4C=CC1C2C43)S(=O)(=O)[O-])S(=O)(=O)[O-])S(=O)(=O)[O-].[Na+].[Na+].[Na+]